(6Z)-4-hydroxy-6,10-dimethylundec-6,9-dien-2-one OC(CC(C)=O)C\C(=C/CC=C(C)C)\C